C1=CC=C2C(=C1)C=CC=C2C3=C(C4=CC=CC=C4C=C3)C5=CC=CC6=CC=CC=C65 Ternaphthalene